5-bromo-7-chloro-benzo[B]naphtho[2,1-D]furan BrC1=CC=2C3=C(OC2C=2C=CC=CC12)C=CC=C3Cl